3,3-Dimethylbutanone CC(C(C)=O)(C)C